[V].[Fe].[Na] sodium iron-vanadium